N1=C(C=NC=C1)[C@H]1N(OCC1)C(=O)[C@@H]1CC[C@H](CC1)CN1N=C2C=C(C=CC2=C1)C#N trans-2-[[4-[(3S)-3-pyrazin-2-ylisoxazolidine-2-carbonyl]cyclohexyl]methyl]indazole-6-carbonitrile